CC=1C=CC(=C(C1)N1/C(/SCC1=O)=N/C(=O)NC1=C(C=C(C=C1)C=1N=CN(C1)C1=CC=C(C=C1)OC(F)(F)F)C)C(C(F)(F)F)OC (Z)-1-(3-(5-methyl-2-(2,2,2-trifluoro-1-methoxyethyl)phenyl)-4-oxothiazolidin-2-ylidene)-3-(2-methyl-4-(1-(4-(trifluoromethoxy)phenyl)-1H-imidazol-4-yl)phenyl)urea